2-(1-(6,7-dimethoxy-2-(2-methoxyethoxy)quinazolin-4-yl)piperidin-4-yl)ethan-1-ol ethyl-2-((5-bromo-1H-indol-3-yl)amino)-2-oxoacetate C(C)N(C(C(=O)OCCC1CCN(CC1)C1=NC(=NC2=CC(=C(C=C12)OC)OC)OCCOC)=O)C1=CNC2=CC=C(C=C12)Br